O[C@H]1[C@@H](CCC12CCN(CC2)S(=O)(=O)N)[C@H]2N1C(C3=CC=CC=C23)=CN=C1 (1S,2S)-1-Hydroxy-2-[(5R)-5H-imidazo[4,3-a]isoindol-5-yl]-8-azaspiro[4.5]decan-8-sulfonamid